7-bromo-2-(2,5-dimethyl-1H-pyrrol-1-yl)-[1,2,4]triazolo[1,5-a]pyridine BrC1=CC=2N(C=C1)N=C(N2)N2C(=CC=C2C)C